N[C@@H]1CN(CC[C@H]1F)C1=NC2=C(N1CC(=O)N1CC(C1)C#N)C=C(C(=C2)F)F 1-(2-(2-((3R,4R)-3-Amino-4-fluoropiperidin-1-yl)-5,6-difluoro-1H-benzo[d]imidazol-1-yl)acetyl)azetidin-3-carbonitril